C1(CCCC1)N1C(CN(C=2C(N[C@](NC12)(N)NC1=C(C=C2C=CN(C2=C1)N(CC)CC)OC)=O)C)CC (R)-8-cyclopentyl-2-{[1-(diethylamino)-5-methoxyindol-6-yl]amino}-7-ethyl-5-methyl-7,8-dihydropterin